BrC1=C(N=C2N1N=CC=C2C(=O)NC2CC(C2)(F)F)C 3-Bromo-N-(3,3-difluorocyclobutyl)-2-methyl-imidazo[1,2-b]pyridazine-8-carboxamide